C(C1=CC=CC=C1)OC1=NC(=CC=C1C1=NN(C2=CC(=CC=C12)N1C(CCCC1)=O)C)OCC1=CC=CC=C1 1-(3-(2,6-bis(benzyloxy)pyridin-3-yl)-1-methyl-1H-indazol-6-yl)piperidin-2-one